5-ethynyl-1-beta-D-ribofuranosylimidazole C(#C)C1=CN=CN1[C@H]1[C@H](O)[C@H](O)[C@H](O1)CO